ClC=1C(=CC(=NC1)NC1=C(C=C(C(=C1)OC)N1CCC(CC1)N1CCN(CC1)C)C)NC1=C(C=CC(=C1)F)C(C)(C)O 2-(2-((5-Chloro-2-((5-methoxy-2-methyl-4-(4-(4-methylpiperazin-1-yl)piperidin-1-yl)Phenyl)amino)pyridin-4-yl)amino)-4-fluorophenyl)propan-2-ol